CC1=C(C=C(C(=O)NC2=CC(=CC=C2)C(F)(F)F)C=C1)C1N(C1)C=1C=NC=CC1 4-methyl-3-(1-(pyridin-3-yl)aziridin-2-yl)-N-(3-(trifluoromethyl)phenyl)benzamide